(3S,4R,5R,6S)-1-{6-[(3',5'-difluoro-2-biphenylyl)methoxy]-5-fluorohexyl}-3,4,5,6-azepanetetrol FC=1C=C(C=C(C1)F)C1=C(C=CC=C1)COCC(CCCCN1C[C@@H]([C@H]([C@@H]([C@H](C1)O)O)O)O)F